Br[C@@H]1C2(CC1(C2)C(=O)OCCC)C(=O)O |r| (±)-2-bromo-3-(propoxycarbonyl)bicyclo[1.1.1]pentane-1-carboxylic acid